C(C)N(CCCOC(=O)OC(CCC(=O)OC(CCCCCCCCCCCCC(=O)[O-])CCCCCCCCCCCCC(=O)[O-])CCCCCCCCCCCC)C 2-((4-(((3-(ethyl(methyl)amino)propoxy)carbonyl)oxy)hexadecanoyl)oxy)propane-1,3-diyldidodecanoate